C(=C)C1=C(C=C(C=N1)NC(OC(C)(C)C)=O)C1=C(C=C(C=C1F)F)F tert-butyl [6-ethenyl-5-(2,4,6-trifluorophenyl)pyridin-3-yl]carbamate